C(C)C1=NC=CC(=C1C=1C=C(C(=O)OC)C=C(C1)F)C methyl 3-(2-ethyl-4-methylpyridin-3-yl)-5-fluorobenzoate